BrC=1C=C2C=CN(C2=CC1)C1CCC(CC1)CO (4-(5-bromo-1H-indol-1-yl)cyclohexyl)methanol